N(=O)C(C1=CC=CC=C1)N=O dinitrosotoluene